COC(C(C(CC)=O)N1CC2CCC(C1)N2C(=O)OC(C)(C)C)=O tert-butyl 3-(1-methoxy-1,3-dioxopentan-2-yl)-3,8-diazabicyclo[3.2.1]octane-8-carboxylate